FC1=C(C=C(C=C1)S(=O)(=O)N1CC(OCC1)C1=C(SC2=C1C=CC=C2)C(=O)NC)C [4-(4-fluoro-3-methyl-phenyl)sulfonylmorpholin-2-yl]-N-methyl-benzothiophene-2-carboxamide